6-bromo-3-(3-bromo-2-(hydroxymethyl)-2-methylpropoxy)-2-(4-chlorophenylmethyl)-3-(4-chlorophenyl)isoindolin-1-one BrC1=CC=C2C(N(C(C2=C1)=O)CC1=CC=C(C=C1)Cl)(C1=CC=C(C=C1)Cl)OCC(CBr)(C)CO